COC(CCC1=CC(=NN1)N1C(CN(CC1)C(=O)OC(C)(C)C)=O)=O tert-butyl 4-[5-(3-methoxy-3-oxo-propyl)-1H-pyrazol-3-yl]-3-oxo-piperazine-1-carboxylate